5-(pentafluorosulfanyl)benzonitrile FS(C=1C=CC=C(C#N)C1)(F)(F)(F)F